SC[C@@H](C(=O)N[C@H](C(=O)NCCNC)CS)NCCNC (R)-3-mercapto-N-((R)-3-mercapto-1-((2-(methylamino)ethyl)amino)-1-oxopropan-2-yl)-2-((2-(methylamino)ethyl)amino)propanamide